C12(CC3CC(CC(C1)C3)C2)NC(CSC2=NC(NC(=C2C(=O)O)C)=O)=O 4-((2-((adamantan-1-yl)amino)-2-oxoethyl)thio)-6-methyl-2-oxo-1,2-dihydropyrimidine-5-carboxylic acid